ethyl 4-(piperidin-4-yl)-1H-1,2,3-triazole-5-carboxylate N1CCC(CC1)C=1N=NNC1C(=O)OCC